Undeca-2-ene-8,10-diynoic acid isobutylamide C(C(C)C)NC(C=CCCCCC#CC#C)=O